tin samarium manganese [Mn].[Sm].[Sn]